N,N-dicyclohexylthiohydroxylamine C1(CCCCC1)N(S)C1CCCCC1